sodium p-benzoyloxy-benzenesulfonate C(C1=CC=CC=C1)(=O)OC1=CC=C(C=C1)S(=O)(=O)[O-].[Na+]